C(CCC)C=1N=NN(C1)C=1C=NC(=NC1)C=1OC(=NN1)C1=C(C=CC=C1)C(F)(F)F 2-(5-(4-butyl-1H-1,2,3-triazol-1-yl)pyrimidin-2-yl)-5-(2-(trifluoromethyl)phenyl)-1,3,4-oxadiazole